FC1=C(C=C(C=N1)NC1=C(C(NC=C1)=O)C(=O)NC1=CC=C(C=C1)N1CCN(CC1)C)C 4-((6-Fluoro-5-methylpyridin-3-yl)amino)-N-(4-(4-methylpiperazin-1-yl)phenyl)-2-oxo-1,2-dihydropyridine-3-carboxamide